OCC=1C=NC2=C(N=CC=C2C1)N1C=CC2=C(C=CC=C12)C1=C2CCC(C2=CC=C1)NC=1N=C(C(=NC1C(F)(F)F)CN(CC(=O)OC)C)OC methyl N-((5-((4-(1-(3-(hydroxymethyl)-1,7-naphthyridin-8-yl) indol-4-yl)-2,3-dihydro-1H-inden-1-yl) amino)-3-methoxy-6-(trifluoromethyl) pyrazin-2-yl) methyl)-N-methylglycinate